C1(CC1)C1=C(C=CC=C1OC)I 2-cyclopropyl-1-iodo-3-methoxybenzene